FC(OC=1C2C=3C(C(NC(CC3)C2)=O)=CC1)F 7-(difluoromethoxy)-3,6-dihydro-3,6-methanobenzo[C]azepin-1(2H)-one